C(C)OC(C(CC1=C(NC=2C1=NC(=CC2)Cl)I)C)=O.BrCC2CCN(CC2)S(=O)(=O)C2COC2 4-(Bromomethyl)-1-(oxetan-3-ylsulfonyl)piperidine ethyl-3-(5-chloro-2-iodo-1H-pyrrolo[3,2-b]pyridin-3-yl)-2-methylpropanoate